3,4-dimethylthiofurandicarboxylic acid CC1(C(SC=C1C)C(=O)O)C(=O)O